ClC=1C=2N(C=NC1N1CCC(CC1)C1=C(C=CC=C1)F)C(=NN2)CC2CC2 8-chloro-3-(cyclopropylmethyl)-7-(4-(2-fluorophenyl)piperidin-1-yl)-[1,2,4]triazolo[4,3-c]pyrimidine